1-ethyl-3-methylimidazolium tris(trifluoromethanesulfonyl)methide [C-](S(=O)(=O)C(F)(F)F)(S(=O)(=O)C(F)(F)F)S(=O)(=O)C(F)(F)F.C(C)N1C=[N+](C=C1)C